sodium diphenylethylene biphenyl-disulfonate C1(=C2C(=CC=C1)S(=O)(=O)OC(C(C1=CC=CC=C1)OS2(=O)=O)C2=CC=CC=C2)C2=CC=CC=C2.[Na]